ClC1=CC=C(CNCC)C=C1 N-(4-chlorobenzyl)ethylamine